O[C@@H]1CN(CC1)C1=CC=C2C(C(=CN(C2=N1)C1=C(C=C(C=C1F)F)F)C(=O)NC(C)C(C(F)(F)F)(F)F)=O 7-[(3S)-3-hydroxypyrrolidin-1-yl]-4-oxo-N-[3,3,4,4,4-pentafluorobutan-2-yl]-1-(2,4,6-trisfluorophenyl)-1,4-dihydro-1,8-naphthyridine-3-carboxamide